2-((dimethylamino)methylene)-5-(thiophen-2-yl)cyclohexane-1,3-dione CN(C)C=C1C(CC(CC1=O)C=1SC=CC1)=O